CC(C[C@@H](C(=O)N[C@@H](CC(=O)O)C=1C=NC=C(C1)N1[C@H](CCCC1)C)N1C(C=C(C=C1)C)=O)C (S)-3-((S)-4-methyl-2-(4-methyl-2-oxopyridin-1(2H)-yl)pentanamido)-3-(5-((S)-2-methylpiperidin-1-yl)pyridin-3-yl)propanoic acid